ClC1=C(C=C(C=C1C(F)(F)F)[N+](=O)[O-])[C@@H](C)N[S@](=O)C(C)(C)C (R)-N-[(1R)-1-[2-chloro-5-nitro-3-(trifluoromethyl)phenyl]ethyl]-2-methyl-propane-2-sulfinamide